γ-glutamyl-valyl-glycine N[C@@H](CCC(=O)N[C@@H](C(C)C)C(=O)NCC(=O)O)C(=O)O